2-((S)-1-acryloyl-4-(7-(5-chloroisoquinolin-4-yl)-2-((((2S,4R)-4-fluoro-1-methylpyrrolidin-2-yl)methoxy))quinazolin-4-yl)piperazin-2-yl)acetonitrile C(C=C)(=O)N1[C@H](CN(CC1)C1=NC(=NC2=CC(=CC=C12)C1=CN=CC2=CC=CC(=C12)Cl)OC[C@H]1N(C[C@@H](C1)F)C)CC#N